2-((4-(3-((2-((1S)-1-((tetrahydro-2H-pyran-2-yl)oxy)ethyl)-1H-imidazol-1-yl)methyl)isoxazol-5-yl)phenyl)ethynyl)-6-azaspiro[3.4]octane-6-carboxylic acid tert-butyl ester C(C)(C)(C)OC(=O)N1CC2(CC(C2)C#CC2=CC=C(C=C2)C2=CC(=NO2)CN2C(=NC=C2)[C@H](C)OC2OCCCC2)CC1